C1CCC2=CC(=CC=C12)S(=O)(=O)N 2,3-dihydro-1H-indene-5-sulfonamide